C(C)(C)(C)OC(=O)N1C[C@H](CCC1)NC1=NC=CC(=N1)C1=C(N=C(S1)C)OC1=C(C(=C(C2=CC=CC=C12)N)F)C.C(C1=CC=C(C=C1)C=1C(=O)NC(C1)=O)C1=CC=C(C=C1)C=1C(=O)NC(C1)=O (methylenebis-4,1-phenylene)bismaleimide tert-butyl-(3S)-3-[[4-[4-[(4-amino-3-fluoro-2-methyl-1-naphthyl)oxy]-2-methyl-thiazol-5-yl]pyrimidin-2-yl]amino]piperidine-1-carboxylate